BrC(CCCCCCCCCC)S bromo-1-undecanethiol